C1C(CC2=CC=CC=C12)C1=NOC(=N1)CN1C=NC2=C(C1=O)C(=CC=N2)C 3-((3-(2,3-dihydro-1H-inden-2-yl)-1,2,4-oxadiazol-5-yl)methyl)-5-methylpyrido[2,3-d]pyrimidin-4(3H)-one